1-((3S,4S)-4-methoxypyrrolidin-3-yl)-3-tridecylurea CO[C@@H]1[C@H](CNC1)NC(=O)NCCCCCCCCCCCCC